C(OC[C@]1(O[C@H]([C@@H]2OC(O[C@@H]21)(C)C)C2=CC=C1C(=NC=NN12)N)C#N)(OCC1CC1)=O ((3aS,4R,6S,6aS)-6-(4-aminopyrrolo[2,1-f][1,2,4]triazin-7-yl)-4-cyano-2,2-dimethyltetrahydrofuro[3,4-d][1,3]dioxol-4-yl)methyl (cyclopropylmethyl) carbonate